4-(6-((4-Cyano-2-fluorobenzyl)oxy)-3,5-difluoropyridin-2-yl)piperazine Sulfur [S].C(#N)C1=CC(=C(COC2=C(C=C(C(=N2)N2CCNCC2)F)F)C=C1)F